COC1=C(C(=O)NC=2C(=NN(C2)C)OC)C=CC(=C1)C1=NC(=CN=C1)C=1SC=C(C1)NC(CCCC)=O 2-methoxy-N-(3-methoxy-1-methyl-1H-pyrazol-4-yl)-4-(6-(4-pentanamidothiophen-2-yl)pyrazin-2-yl)benzamide